8-hydroxy-5-methylquinolin-4(1H)-one OC=1C=CC(=C2C(C=CNC12)=O)C